3-phenyl-3-(4-morpholinophenyl)-6-methoxy-7-(4-(2-hydroxycarbonylethyl)carboxypiperidin-1-yl)-13,13-dimethyl-3H,13H-indeno[2',3':3,4]naphtho[1,2-b]pyran C1(=CC=CC=C1)C1(C=CC2=C(O1)C=1C=C(C(=CC1C1=C2C(C2=CC=CC=C21)(C)C)N2C(CC(CC2)CCC(=O)O)C(=O)O)OC)C2=CC=C(C=C2)N2CCOCC2